4-fluoro-N-(2-hydroxyethoxy)-1-methyl-1H-benzimidazole-6-carboxamide FC1=CC(=CC=2N(C=NC21)C)C(=O)NOCCO